4-methyl-pyrrolidin-2-one CC1CC(NC1)=O